FC1=C(C=CC=C1[N+](=O)[O-])CC=1C(OC2=CC(=CC=C2C1C)O)=O 3-[(2-fluoro-3-nitrophenyl)methyl]-7-hydroxy-4-methylchromen-2-one